COCC1=CC=C(C=N1)CN (6-(methoxymethyl)pyridin-3-yl)methylamine